2,6-bis(3',4'-diaminophenyl)-4-phenylpyridine NC=1C=C(C=CC1N)C1=NC(=CC(=C1)C1=CC=CC=C1)C1=CC(=C(C=C1)N)N